6-[4-benzyloxy-1-(2,4-difluorophenyl)pyrazolo[3,4-d]pyrimidin-6-yl]-3-methyl-3,6-diazabicyclo[3.1.1]heptan-2-one C(C1=CC=CC=C1)OC1=C2C(=NC(=N1)N1C3CN(C(C1C3)=O)C)N(N=C2)C2=C(C=C(C=C2)F)F